N,N,N'-Trimethyl-N'-(β-hydroxyethyl)-ethylendiamin CN(CCN(CCO)C)C